2-Chloro-5-{[(2,2-dimethylpropanoyl)amino]methyl}-N-[(2-methylpyridin-4-yl)-1H-indazol-4-yl]benzamide hydrochloride Cl.ClC1=C(C(=O)NC2=C3C=NN(C3=CC=C2)C2=CC(=NC=C2)C)C=C(C=C1)CNC(C(C)(C)C)=O